(3R,5R)-7-[2-(4-fluorophenyl)-5-isopropyl-3-phenyl-4-(anilinocarbonyl)pyrrol-1-yl]-3,5-dihydroxyheptanoic acid FC1=CC=C(C=C1)C=1N(C(=C(C1C1=CC=CC=C1)C(=O)NC1=CC=CC=C1)C(C)C)CC[C@H](C[C@H](CC(=O)O)O)O